(2R,7aS)-Formaldehyde C=O